ClC=1N=C2C(=C(C(N(C2=CC1)C)=O)C#N)N1CCN(CC1)CC1=C(C=CC=C1)Cl 6-chloro-4-{4-[(2-chlorophenyl)methyl]piperazin-1-yl}-1-methyl-2-oxo-1,2-dihydro-1,5-naphthyridine-3-carbonitrile